(S)-4-chloro-N-(1-(6,7-difluoro-4-oxo-3,4-dihydrophthalazin-1-yl)ethyl)-N-methylbenzamide ClC1=CC=C(C(=O)N(C)[C@@H](C)C2=NNC(C3=CC(=C(C=C23)F)F)=O)C=C1